CC(COP(=O)(OCC(C)C)OCC(C)C)C.ClC1=C(C(=O)NC2=NN=NN2C)C=CC(=C1)C(F)(F)F 2-chloro-N-(1-methyltetrazol-5-yl)-4-(trifluoromethyl)benzamide tris(2-methylpropyl)phosphate